NC1CN(CCN1)C1=CC=CC=2OCCOC21 5-(3-aminopiperazin-1-yl)-2,3-dihydro-1,4-benzodioxine